3-(1-oxo-5-(((1S,2S)-2-(3-(pyridazin-3-yloxy)azetidin-1-yl)cyclohexyl)oxy)isoindolin-2-yl)piperidine-2,6-dione O=C1N(CC2=CC(=CC=C12)O[C@@H]1[C@H](CCCC1)N1CC(C1)OC=1N=NC=CC1)C1C(NC(CC1)=O)=O